N(=[N+]=[N-])CC(CCC(C1=CC(=CC=C1)I)C1=CN=C(N1)C=1C=C(OC=2C(=C3C=CNC3=CC2F)CCC(=O)O)C=CC1F)(F)F 3-(5-(3-(5-(5-azido-4,4-difluoro-1-(3-iodophenyl)pentyl)-1H-imidazol-2-yl)-4-fluorophenoxy)-6-fluoro-1H-indol-4-yl)propanoic acid